1-methyl-4-(5-(4,4,5,5-tetramethyl-1,3,2-dioxaborolan-2-yl)pyridin-2-yl)pyrrolidin-2-one CN1C(CC(C1)C1=NC=C(C=C1)B1OC(C(O1)(C)C)(C)C)=O